C(C)(=O)N1/C(/C(C2=CC=CC=C12)=O)=C/C=1SC2=C(N1)C=CC(=C2)\C=C\C(=O)N2CCOCC2 (E)-1-acetyl-2-((6-((E)-3-morpholino-3-oxoprop-1-en-1-yl)benzo[d]thiazol-2-yl)-methylene)indolin-3-one